Cl.NCCC[C@H](C(C)C)N1CC2(C1)CN(CC2)C=2N=CN=NC2OC2=C(C(=O)N(C(C)C)CC)C=C(C=C2)F (R)-2-((5-(2-(6-amino-2-methylhexan-3-yl)-2,6-diazaspiro[3.4]oct-6-yl)-1,2,4-triazin-6-yl)oxy)-N-ethyl-5-fluoro-N-isopropylbenzamide hydrochloride